NC1=NC(N(C=C1)C1=CC=C(C=C1)CC(=O)N1CCC(CC1)NC(OC(C)(C)C)=O)=O tert-butyl (1-(2-(4-(4-amino-2-oxopyrimidin-1(2H)-yl)phenyl)acetyl)piperidin-4-yl)carbamate